4-(2-(4-(Pyrrolidin-1-yl)piperidin-1-yl)pyridin-3-yl)-4,5-dihydropyrrolo[1,2-a]quinoxaline N1(CCCC1)C1CCN(CC1)C1=NC=CC=C1C1C=2N(C3=CC=CC=C3N1)C=CC2